ClC1=C(C(=C2C=NN(C2=C1)C1OCCCC1)C1=NC=CN2C1=C(C=1N=C(N=C(C12)N1CCOC[C@](C1)(O)C)S(=O)C)F)C1CC1 (6S)-4-(9-(6-chloro-5-cyclopropyl-1-(tetrahydro-2H-pyran-2-yl)-1H-indazol-4-yl)-10-fluoro-2-(methylsulfinyl)pyrazino[1',2':1,5]pyrrolo[3,2-d]pyrimidin-4-yl)-6-methyl-1,4-oxazepan-6-ol